NC1=C(C(=NN1C(C)C)C1=CC(=C(C=C1)CC(NC1=NN(C(=C1)C1=CC=CC=C1)C)=O)F)C(=O)N 5-Amino-3-(3-fluoro-4-[[(1-methyl-5-phenylpyrazol-3-yl)carbamoyl]methyl]phenyl)-1-isopropylpyrazole-4-carboxamide